1-[5-fluoro-1-methyl-6-(2-oxo-7-azaspiro[3.5]nonan-7-yl)indazol-3-yl]hexahydropyrimidine-2,4-dione FC=1C=C2C(=NN(C2=CC1N1CCC2(CC(C2)=O)CC1)C)N1C(NC(CC1)=O)=O